C(C)(=O)NCCC(=O)NC(=N)[C@H]1N2C(N([C@H](CC1)C2)OCC2=CC=CC=C2)=O 3-acetylamino-N-(((2S,5R)-6-(phenylmethyloxy)-7-oxo-1,6-diazabicyclo[3.2.1]oct-2-yl)(imino)methyl)propionamide